BrC1=C(C=C(OCCCOC2=CC(=C(C=C2)Br)C)C=C1)C 1,3-bis(4-bromo-3-methylphenoxy)propane